FC1(C[C@@H](CC1)NC(C1=CN=CC(=C1N1CC2(CCCN2)CC1)C1=CC(=C(C(=C1)F)F)F)=O)F N-[(R)-3,3-difluorocyclopentyl]-4-(1,7-diaza-7-spiro[4.4]nonyl)-5-(3,4,5-trifluorophenyl)nicotinamide